dimethyl-pyrrole boron [B].CC1=C(NC=C1)C